ethoxymethacrylic acid C(C)OC=C(C(=O)O)C